(±)-(1,9-dioxa-4,12-diazadispiro[4.2.48.25]tetradecane-3,11-diyl)dimethanol O1CC(NC12CCC1(OCC(N1)CO)CC2)CO